ClC=1C=C(NC2(CCC3(C(=CC4=CC=CC=C34)COCCC3=CC(=CC=C3)F)CC2)C(=O)O)C=CC1 (1s,4s)-4-(3-Chloroanilino)-2'-{[2-(3-fluorophenyl)ethoxy]methyl}spiro[cyclohexane-1,1'-indene]-4-carboxylic acid